N-[(2S)-1-({(1S)-1-cyano-2-[(3S)-2-oxopyrrolidin-3-yl]ethyl}amino)-5,5,5-trifluoro-4,4-dimethyl-1-oxopentan-2-yl]-4-methoxy-1H-indole-2-carboxamide C(#N)[C@H](C[C@H]1C(NCC1)=O)NC([C@H](CC(C(F)(F)F)(C)C)NC(=O)C=1NC2=CC=CC(=C2C1)OC)=O